Ethyl-{[5-(2-fluoropyridin-4-yl)-1-(pyridin-2-yl)-1H-pyrazol-3-yl]oxy} acetat C(C)(=O)OOC1=NN(C(=C1CC)C1=CC(=NC=C1)F)C1=NC=CC=C1